COC(CCCO[Zr])(OC)OC Trimethoxyn-butoxyzirconium